3,5-dichloro-4-hydroxy-N-(4-oxo-3-(2-(trifluoromethoxy)benzyl)-3,4-dihydroquinazolin-5-yl)benzamide ClC=1C=C(C(=O)NC2=C3C(N(C=NC3=CC=C2)CC2=C(C=CC=C2)OC(F)(F)F)=O)C=C(C1O)Cl